C(C)C=1C(=C(C(=C(C1C)C)CC)O)C 3,6-diethyl-2,4,5-trimethylphenol